(2S)-4-[(4-chloro-2-methoxy-3-pyridinyl)methyl]-4-hydroxy-2-methyl-pyrrolidine-1-carboxylic acid tert-butyl ester C(C)(C)(C)OC(=O)N1[C@H](CC(C1)(O)CC=1C(=NC=CC1Cl)OC)C